ClC1=C(C(=C(C=C1Cl)O)F)[C@@H](NC(=O)C1CC(C1)NCC=1N=NC=CC1)C12CCC(CC1)(C2)F N-((S)-(2,3-dichloro-6-fluoro-5-hydroxyphenyl)(4-fluoro-bicyclo[2.2.1]hept-1-yl)methyl)-3-((pyridazin-3-ylmethyl)amino)cyclobutane-1-carboxamide